(trans-4-aminocyclohexyl)-ethyl acetate hydrochloride Cl.C(C)(=O)OCC[C@@H]1CC[C@H](CC1)N